N[C@H]1CN(C[C@@H](C1)F)C(=O)C=1C=CC=2N(C1)N=C(C2C)C=2N(C1=C(C=CC=C1C2)C2CCN(CC2)C(COC(C)C)=O)CC2CC2 1-(4-(2-(6-((3R,5R)-3-amino-5-fluoropiperidine-1-carbonyl)-3-methylpyrazolo[1,5-a]pyridin-2-yl)-1-(cyclopropylmethyl)-1H-indol-7-yl)piperidin-1-yl)-2-isopropoxyethan-1-one